2-[tert-butyl(dimethyl)silyl]oxyspiro[3.5]nonan-7-ol [Si](C)(C)(C(C)(C)C)OC1CC2(C1)CCC(CC2)O